N-[4-fluoro-5-(6-morpholin-4-ylpyridin-3-yl)-2-[(3S,5R)-3,4,5-trimethylpiperazin-1-yl]phenyl]-6-oxo-4-(trifluoromethyl)-1H-pyridine-3-carboxamide FC1=CC(=C(C=C1C=1C=NC(=CC1)N1CCOCC1)NC(=O)C1=CNC(C=C1C(F)(F)F)=O)N1C[C@@H](N([C@@H](C1)C)C)C